(S)-2-(1-cyclopropyl-3-methyl-4-oxo-1,4-dihydro-5H-pyrazolo[3,4-d]pyridazin-5-yl)-N-(1-(3,5-difluorophenyl)ethyl)acetamide C1(CC1)N1N=C(C2=C1C=NN(C2=O)CC(=O)N[C@@H](C)C2=CC(=CC(=C2)F)F)C